6-bromo-7-methoxy-3-(methoxymethyl)quinolin-2(1H)-one BrC=1C=C2C=C(C(NC2=CC1OC)=O)COC